C(\C=C\C=CC=CCCCCCCCCCC)=O E-heptadecatrienal